ethyl 2-((R)-3-(1-(7-cyclopropyl-3-((R)-1-(2,4-dichlorophenyl)ethyl)-3H-[1,2,3]triazolo[4,5-d]pyrimidin-5-yl)azetidin-3-yl)piperidin-1-yl)acetate C1(CC1)C=1C2=C(N=C(N1)N1CC(C1)[C@@H]1CN(CCC1)CC(=O)OCC)N(N=N2)[C@H](C)C2=C(C=C(C=C2)Cl)Cl